(dichloro)methane ClCCl